2,3-bis(methylthio)propyl acrylate C(C=C)(=O)OCC(CSC)SC